FC(C1=CC=C(OC2=NC=3CCCC(C3C=C2)=O)C=C1)(F)F 2-{4-(trifluoromethyl)phenoxy}-7,8-dihydroquinolin-5(6H)-one